(S)-(4-(4-fluorobenzo[d]oxazol-2-yl)-6,7-dihydro-1H-imidazo[4,5-c]pyridin-5(4H)-yl)(5-(pyridin-2-yl)-1,3,4-oxadiazol-2-yl)methanone FC1=CC=CC2=C1N=C(O2)[C@H]2N(CCC1=C2N=CN1)C(=O)C=1OC(=NN1)C1=NC=CC=C1